(R)-2-amino-6-dihydroxyboryl-2-(2-(piperidin-1-yl)ethyl)hexanoic acid N[C@](C(=O)O)(CCCCB(O)O)CCN1CCCCC1